CC1=CN=C2N1C=C(C=C2)C=2C=C(C=CC2)CC(=O)N (3-(3-Methylimidazo[1,2-a]pyridin-6-yl)phenyl)acetamide